FCC=C 3-fluoropropene